Rac-4-(2-azido-1-methoxypropan-2-yl)-6-chloro-1-cyclopropoxy2,7-naphthyridine N(=[N+]=[N-])[C@](COC)(C)C1=CN=C(C2=CN=C(C=C12)Cl)OC1CC1 |r|